4-(4'-methoxyphenyl)-7,8-dihydroxycoumarin COC1=CC=C(C=C1)C1=CC(OC2=C(C(=CC=C12)O)O)=O